tert-Butyl (5-(4-(4,4-difluoropiperidine-1-carbonothioyl)phenyl)-7-(pyridin-4-yl)benzofuran-2-yl)methylcarbamate FC1(CCN(CC1)C(=S)C1=CC=C(C=C1)C=1C=C(C2=C(C=C(O2)CNC(OC(C)(C)C)=O)C1)C1=CC=NC=C1)F